[I-].N1=CC=CC=C1 pyridine iodide